FC=1C=C(C=CC1)NC(NC1=C(C(=O)NCCN)C=CC=C1)=O 2-[3-(3-fluorophenyl)ureido]-N-(2-amino-ethyl)benzamide